(1R,3S)-3-(5-amino-2H-pyrazol-3-yl)cyclopentyl N-(1-methylcyclopropyl)carbamate CC1(CC1)NC(O[C@H]1C[C@H](CC1)C=1NN=C(C1)N)=O